SCC(CS)N 1,3-dimercapto-2-propylamine